C1(CCCCC1)OCC(COC(NCCCCCCNC(OCC(COC1CCCCC1)C=CC(=O)[O-])=O)=O)C=CC(=O)[O-] 1,18-bis(cyclohexyloxy)-5,14-dioxo-4,15-dioxa-6,13-diazaoctadecane-2,17-diyldiacrylate